NC1=C(SC2=NC(=CC=C21)C)C(=O)N[C@H]2COC1=C(C2)C=CC(=C1)N1CC([C@H](C1)N)(C)C 3-amino-N-[(3R)-7-[(4R)-4-amino-3,3-dimethylpyrrolidin-1-yl]-3,4-dihydro-2H-1-benzopyran-3-yl]-6-methylthieno[2,3-b]pyridine-2-carboxamide